3-(4-((3-(4-(4-amino-3-(4-phenoxyphenyl)-1H-pyrazolo[3,4-d]pyrimidin-1-yl)piperidine-1-yl)propyl)thio)-1-oxoisoindolin-2-yl)piperidine-2,6-dione NC1=C2C(=NC=N1)N(N=C2C2=CC=C(C=C2)OC2=CC=CC=C2)C2CCN(CC2)CCCSC2=C1CN(C(C1=CC=C2)=O)C2C(NC(CC2)=O)=O